N-Cyclopropyl-3-(5-(1-(2,3-dihydroxypropyl)-1H-indole-3-carbonyl)pyridin-2-yl)-5-fluoro-4-methylbenzamide C1(CC1)NC(C1=CC(=C(C(=C1)F)C)C1=NC=C(C=C1)C(=O)C1=CN(C2=CC=CC=C12)CC(CO)O)=O